(E)-N'-(2-cyano-4-(3-(5-methylisoxazol-3-yl)ureido)phenyl)-N,N-dimethylformamidine C(#N)C1=C(C=CC(=C1)NC(=O)NC1=NOC(=C1)C)/N=C/N(C)C